C(C)(C)(C)NS(=O)(=O)C=1C=C(C=CC1)NC(C1=C(N=C(C=C1)[C@](CO)(C)O)N1CCC2(CC2)CC1)=O (S)-N-(3-(N-(tert-Butyl)sulfamoyl)phenyl)-6-(1,2-dihydroxypropan-2-yl)-2-(6-azaspiro[2.5]octan-6-yl)nicotinamide